CN1C(=CC=C1)N1N=C2CCC(CC2=C1)N1CCN(CC1)C 2-(1-methyl-1H-pyrrol-2-yl)-5-(4-methylpiperazin-1-yl)-4,5,6,7-tetrahydro-2H-indazol